2-Amino-2,4-dimethyl-pentan-1-ol NC(CO)(CC(C)C)C